3,9-dihydroxydodecenoic acid methyl ester COC(C=C(CCCCCC(CCC)O)O)=O